Methyl 4-(5-fluoro-6,7-dimethoxynaphthalen-2-yl)-4-oxobutanoate FC1=C2C=CC(=CC2=CC(=C1OC)OC)C(CCC(=O)OC)=O